bromophenanthroimidazole BrC=1NC2=C(N1)C=1C=CC=3C=CC=CC3C1C=C2